COC1=NC=C(C2=CC=CC=C12)[C@@H](C)N |r| racemic-1-(1-methoxyisoquinolin-4-yl)ethylamine